FC1(CCN(CC1)C1=NC(=CC(=N1)C)C(F)(F)F)C(=O)N1CCOC2=C(C1)C=NC=C2C#N 4-[4-fluoro-1-[4-methyl-6-(trifluoromethyl)pyrimidin-2-yl]piperidine-4-carbonyl]-3,5-dihydro-2H-pyrido[3,4-f][1,4]oxazepine-9-carbonitrile